6-bromo-3-(2,6-dibenzyloxy-3-pyridyl)-1-methyl-1H-indazole BrC1=CC=C2C(=NN(C2=C1)C)C=1C(=NC(=CC1)OCC1=CC=CC=C1)OCC1=CC=CC=C1